5-Fluoro-4-hydroxy-2-(3-methyl-5-(methyl(tetrahydro-2H-pyran-4-yl)amino)-1H-pyrazolo[3,4-c]pyridin-1-yl)benzonitrile FC=1C(=CC(=C(C#N)C1)N1N=C(C=2C1=CN=C(C2)N(C2CCOCC2)C)C)O